C1(CC1)OC=1C(=CC2=CN(N=C2C1)C1CCN(CC1)C(=O)OC(C)(C)C)C(NC1=CN=C2N1N=CC=C2)=O tert-Butyl 4-(6-cyclopropoxy-5-(imidazo[1,2-b]pyridazin-3-ylcarbamoyl)-2H-indazol-2-yl)piperidine-1-carboxylate